(S)-2-[(R)-4-(2,3-dihydro-benzo[1,4]dioxin-6-yl)-2,5-dioxo-imidazolin-1-yl]-N-(2-fluoro-4-iodo-phenyl)-3-phenyl-propionamide O1CCOC2=C1C=CC(=C2)[C@H]2NC(N(C2=O)[C@H](C(=O)NC2=C(C=C(C=C2)I)F)CC2=CC=CC=C2)=O